N-(2,4-difluoro-3-(quinoxaline-6-carbonyl)phenyl)-3-(trifluoromethyl)benzamide FC1=C(C=CC(=C1C(=O)C=1C=C2N=CC=NC2=CC1)F)NC(C1=CC(=CC=C1)C(F)(F)F)=O